2-chloro-N-(4-phenylpyridin-3-yl)pyrimidine-4-carboxamide ClC1=NC=CC(=N1)C(=O)NC=1C=NC=CC1C1=CC=CC=C1